C1(CC1)C1=CC=C(C(=N1)N)S(=O)(=O)CC 6-cyclopropyl-3-ethylsulfonyl-pyridin-2-amine